(2-(3,6-dimethoxy-5-propylpyridin-2-yl)ethyl)carbamic acid tert-butyl ester C(C)(C)(C)OC(NCCC1=NC(=C(C=C1OC)CCC)OC)=O